rac-(1S*,2S*)-2-(3-methoxyphenyl)cyclopropane-1-carboxylic acid COC=1C=C(C=CC1)[C@@H]1[C@H](C1)C(=O)O |r|